FC(C(C#C)O)(C)F 4,4-difluoropent-1-yn-3-ol